CN1C=NC=2C1=CC=1CCNC(C1C2)=O 1-methyl-1,6,7,8-tetrahydro-5H-imidazo[4,5-g]isoquinolin-5-one